C(CCCCCCCCCCC)[SiH](O[SiH2]O[SiH2]O[SiH2]O[SiH2]O[SiH2]O)O dodecyl-1,11-dihydroxyl-hexasiloxane